CC1([C@H]2C(S(N3[C@@H]1CC=1C=CC=CC31)(=O)=O)=CCC(=C2)C2=CC=CC=C2)C (11aR,12aS)-12,12-dimethyl-2-phenyl-11,11a,12,12a-tetrahydro-3H-benzo[5,6][1,2]thiazino[2,3-a]indole 5,5-dioxide